S1C(NC2=C1C=CC=C2)=S Benzothiazolin-2-thione